tert-butyl [3-(2-{[(1s,3s)-3-(trifluoromethoxy)cyclobutyl]oxy}acetamido)bicyclo[1.1.1]pentan-1-yl]carbamate FC(OC1CC(C1)OCC(=O)NC12CC(C1)(C2)NC(OC(C)(C)C)=O)(F)F